(E)-2-(3,7-dimethylocta-2,6-dien-1-yl)-4-methyl-5-pentylbenzene-1,3-diol C\C(=C/CC1=C(C=C(C(=C1O)C)CCCCC)O)\CCC=C(C)C